(3-((2-((4-(4-methylpiperazin-1-yl)phenyl)amino)-5-(trifluoromethyl)pyridin-4-yl)amino)propyl)-1,3-oxazinan-2-one CN1CCN(CC1)C1=CC=C(C=C1)NC1=NC=C(C(=C1)NCCCN1C(OCCC1)=O)C(F)(F)F